Diethyl 2-[3-(1,3-dioxoisoindolin-2-yl)propyl]-2-ethyl-propanedioate O=C1N(C(C2=CC=CC=C12)=O)CCCC(C(=O)OCC)(C(=O)OCC)CC